N1(CCCC1)CC1=CC=C(S1)C=1C=C(C=CC1)CN (3-(5-(Pyrrolidin-1-ylmethyl)thiophen-2-yl)phenyl)methanamine